CC1=C(C[C@H]2NC(=NOC2)C2=NC(=NC=C2OC2=CC(=CC=C2)[N+](=O)[O-])C)C=CC(=C1)C |r| (5RS)-5-(2,4-dimethylbenzyl)-3-[2-methyl-5-(3-nitrophenoxy)pyrimidin-4-yl]-5,6-dihydro-4H-1,2,4-oxadiazine